2-amino-3-methyl-N-((1S)-6-methyl-2,3-dihydro-1H-inden-1-yl)-N-((5-(trifluoromethyl)-2-pyridinyl)methyl)-6-quinolinecarboxamide NC1=NC2=CC=C(C=C2C=C1C)C(=O)N(CC1=NC=C(C=C1)C(F)(F)F)[C@H]1CCC2=CC=C(C=C12)C